2-[(naphthalene-1-yl)amino]-9,9-diphenyl-9H-fluorene C1(=CC=CC2=CC=CC=C12)NC1=CC=2C(C3=CC=CC=C3C2C=C1)(C1=CC=CC=C1)C1=CC=CC=C1